butyl 3-Hydroxypropionate OCCC(=O)OCCCC